5-(2-chlorophenyl)-N-[(1R,3S)-3-{[2-(trifluoromethyl)quinolin-4-yl]amino}cyclohexyl]-1H-pyrazole-3-carboxamide ClC1=C(C=CC=C1)C1=CC(=NN1)C(=O)N[C@H]1C[C@H](CCC1)NC1=CC(=NC2=CC=CC=C12)C(F)(F)F